C(CCCCCC)OC(CCCCCCCCCC/C=C/CCO)OCCCCCCC (3E)-15,15-diheptyloxy-3-pentadecen-1-ol